C1(CC1)NC(=O)C1=NOC=C1 (cyclopropyl)(isoxazolyl)carboxamide